Cl.CC1N(C(CCC1)C)CC(=O)O (2,6-dimethyl-piperidine-1-yl)-acetic acid hydrochloride